N-[(1S,2S,3S,5R)-2,6,6-trimethylnorpinan-3-yl]-4H-pyrrolo[2,3-d]thiazole-5-carboxamide C[C@H]1[C@H]2C([C@@H](C[C@@H]1NC(=O)C1=CC3=C(N=CS3)N1)C2)(C)C